O=C(CC(=O)O)CC(C)N 3-keto-5-aminocaproic acid